(R)-(5-isopropyl-1,3,4-oxadiazol-2-yl)(4-(4-methylpyrazolo[1,5-a]pyridin-2-yl)-6,7-dihydro-1H-imidazo[4,5-c]pyridin-5(4H)-yl)methanone C(C)(C)C1=NN=C(O1)C(=O)N1[C@H](C2=C(CC1)NC=N2)C2=NN1C(C(=CC=C1)C)=C2